ClC1=C(C=CC=C1Cl)\C(\C)=N\NS(=O)(=O)C1=CC=C(C=C1)C N-[(E)-1-(2,3-dichlorophenyl)ethylideneamino]-4-methyl-benzenesulfonamide